C(CCCCCCCCCCCCCCC)OC1=CC=CC=C1 4-hexadecyloxybenzene